5-Bromopyridin-3-yl 2,4,6-tri-O-acetyl-3-[4-(4-chlorothiazol-2-yl)-1H-1,2,3-triazol-1-yl]-3-deoxy-1-thio-alpha-D-galactopyranoside C(C)(=O)O[C@H]1[C@@H](SC=2C=NC=C(C2)Br)O[C@@H]([C@@H]([C@@H]1N1N=NC(=C1)C=1SC=C(N1)Cl)OC(C)=O)COC(C)=O